1-hydroxy-3,4-dimethylpyrrolidine ON1CC(C(C1)C)C